Methyl (2S,3S,4S,5R,6S)-3,4,5-triacetoxy-6-(2-amino-4-(hydroxymethyl) phenoxy)-tetrahydro-2H-pyran-2-carboxylate C(C)(=O)O[C@@H]1[C@H](O[C@H]([C@@H]([C@H]1OC(C)=O)OC(C)=O)OC1=C(C=C(C=C1)CO)N)C(=O)OC